(R)-2-amino-4-methoxy-4-oxobutanoic acid N[C@@H](C(=O)O)CC(=O)OC